N-[[[[3-[[(1,1-dimethylethoxy)carbonyl]amino]propoxy]carbonyl]oxy]ethyl]-N,N,α-trimethyl-10H-phenothiazin-10-ethanaminium chloride [Cl-].CC(C)(OC(=O)NCCCOC(=O)OCC[N+](C(CN1C2=CC=CC=C2SC=2C=CC=CC12)C)(C)C)C